N-(6-fluoroquinolin-8-yl)-3,5-dimethoxybenzenesulfonamide FC=1C=C2C=CC=NC2=C(C1)NS(=O)(=O)C1=CC(=CC(=C1)OC)OC